C(C)(C)(C)OC([C@H]1N(CCC1)CC1=C(C=CC=C1C(F)(F)F)Br)=O (2-bromo-6-(trifluoromethyl)benzyl)proline tert-butyl ester